3-(1-(4-((1-isopropyl-1H-[1,2,3]triazolo[4,5-h]quinazolin-8-yl)amino)phenyl)piperidin-4-yl)propan-1-ol hydrochloride Cl.C(C)(C)N1N=NC=2C=CC=3C=NC(=NC3C21)NC2=CC=C(C=C2)N2CCC(CC2)CCCO